C(#N)C1=CC=C(CNC(=O)C=2N=C(SC2)C#C)C=C1 N-(4-cyanobenzyl)-2-ethynyl-thiazole-4-carboxamide